ClC1=CC=C(C=C1)C1=C(N(C2=C1C=C1C=NNC1=C2)C2=CC=C(C(=O)O)C=C2)C2CCOCC2 4-[5-(4-Chlorophenyl)-6-tetrahydropyran-4-yl-1H-pyrrolo[3,2-f]indazol-7-yl]benzoic acid